Trimethylacetylacetonitrile CC(C(=O)CC#N)(C)C